Methoxypropylamine CyclohexenylideneEthoxyethylcyanoacetate C1=CC(CCC1)=CCOCCOC(CC#N)=O.COCCCN